COCC1=NN2C(S1)=NC(=C2CN)C(F)(F)F [2-(methoxymethyl)-6-(trifluoromethyl)imidazo[2,1-b][1,3,4]thiadiazol-5-yl]methanamine